NC1=NC(=CC(=N1)N1N=NC2=C1C=CC(=C2)O)C2=CN=C(S2)C 1-[2-amino-6-(2-methyl-1,3-thiazol-5-yl)pyrimidin-4-yl]-1H-1,2,3-benzotriaZol-5-ol